benzyl (2S)-2-(cyanomethyl)-4-[6-[(3-methoxy-1-naphthyl)carbamoyl]-2-(1-methylindazol-6-yl)pyrimidin-4-yl]piperazine-1-carboxylate C(#N)C[C@@H]1N(CCN(C1)C1=NC(=NC(=C1)C(NC1=CC(=CC2=CC=CC=C12)OC)=O)C1=CC=C2C=NN(C2=C1)C)C(=O)OCC1=CC=CC=C1